3-(3-Chloro-4-fluorophenyl)-1-(1-(1-(dimethylamino)isoquinolin-4-yl)ethyl)-1-methylurea ClC=1C=C(C=CC1F)NC(N(C)C(C)C1=CN=C(C2=CC=CC=C12)N(C)C)=O